C(C)(C)(C)OC(=O)N1CC(C1)CN1CC(C1)N1CCC(CC1)[C@@H]1CCNC=2N1N=C(C2C(N)=O)C2=CC=C(C=C2)OC2=CC=CC=C2 (S)-3-((3-(4-(3-carbamoyl-2-(4-phenoxyphenyl)-4,5,6,7-tetrahydropyrazolo[1,5-a]pyrimidin-7-yl)piperidin-1-yl)azetidin-1-yl)methyl)azetidin-1-carboxylic acid tert-butyl ester